benzyl 8-[(E)-3-ethoxy-3-oxo-prop-1-enyl]-3-fluoro-4-methyl-chromene-4-carboxylate C(C)OC(/C=C/C=1C=CC=C2C(C(=COC12)F)(C(=O)OCC1=CC=CC=C1)C)=O